benzyl-bromostyrene C(C1=CC=CC=C1)C(=CC1=CC=CC=C1)Br